C(C1=CC=CC=C1)N1C(=N[C@H](C1)[C@@H](C)CC)C=1C=CC=C2C=CC(=NC12)\C(\C)=N\C1=C(C=CC=C1CC)CC (E)-1-(8-((S)-1-benzyl-4-((S)-sec-butyl)-4,5-dihydro-1H-imidazol-2-yl)quinolin-2-yl)-N-(2,6-diethylphenyl)ethane-1-imine